1-Benzyl-5-chloro-3-(pyrrolidin-3-yl)-1H-indole C(C1=CC=CC=C1)N1C=C(C2=CC(=CC=C12)Cl)C1CNCC1